OCCCCCCSSCCCCCCO (6-hydroxyhexyl) disulfide